rac-1,4-di-tert-butyl 2-{6-bromoimidazo[1,2-a]pyrazin-2-yl}piperazine-1,4-dicarboxylate BrC=1N=CC=2N(C1)C=C(N2)[C@@H]2N(CCN(C2)C(=O)OC(C)(C)C)C(=O)OC(C)(C)C |r|